BrC1=CC=2N(N=C1)C=C(N2)C(=O)N2C[C@H]([C@@]1(CC2)NCC2=CC=CC=C2C1)O (7-bromoimidazo[1,2-b]pyridazin-2-yl)[(3R,3'R)-3'-hydroxy-1,4-dihydro-1'H,2H-spiro[isoquinoline-3,4'-piperidin]-1'-yl]methanone